(1R,3S)-3-(3-{[(2-methyl-1,3-thiazol-4-yl)acetyl]-amino}-1H-pyrazol-5-yl)-cyclopentyl (1-methyl-cyclopropyl)carbamate CC1(CC1)NC(O[C@H]1C[C@H](CC1)C1=CC(=NN1)NC(CC=1N=C(SC1)C)=O)=O